(R)-5-(5-((4-methylpiperazin-1-yl)methyl)-1H-pyrrolo[2,3-b]pyridin-3-yl)-N-(1,1,1-trifluoropropan-2-yl)pyrazolo[1,5-a]pyridine-3-carboxamide CN1CCN(CC1)CC=1C=C2C(=NC1)NC=C2C2=CC=1N(C=C2)N=CC1C(=O)N[C@@H](C(F)(F)F)C